OC1=CC=C(C=C2C(N(C(S2)=NN=C2C(NC3=CC=C(C=C23)C)=O)C2=C(C=CC=C2C)C)=O)C=C1 3-(2-(5-(4-hydroxybenzylidene)-3-(2,6-dimethylphenyl)-4-oxothiazolidin-2-ylidene)hydrazono)-5-methylindol-2-one